amino-3-(1H-indolyl)propionic acid NC(C(=O)O)CN1C=CC2=CC=CC=C12